C(=O)(O)C(C(C(C(=O)O)=C)C)C(=O)O 1,3-dicarboxyl-2-methyl-methylenecarboxypropane